2-methyl-7-vinyl-3H-pyrrolo[3,4-c]pyridin-1-one CN1CC=2C=NC=C(C2C1=O)C=C